ClC1=NC=C(C(=N1)NCC1=CC=C(C=C1)C=1N(C=C(N1)C(F)(F)F)C(C)C)/C=C/C(=O)OC methyl (E)-3-(2-chloro-4-((4-(1-isopropyl-4-(trifluoromethyl)-1H-imidazol-2-yl)benzyl)amino)pyrimidin-5-yl)acrylate